4-(3,4-dichlorophenyl)-4-hydroxy-piperidine-1-carboxylic acid benzyl ester C(C1=CC=CC=C1)OC(=O)N1CCC(CC1)(O)C1=CC(=C(C=C1)Cl)Cl